4-(2-tert-butoxy-6-chloro-4-pyridinyl)-N-phenyl-pyrimidin-2-amine C(C)(C)(C)OC1=NC(=CC(=C1)C1=NC(=NC=C1)NC1=CC=CC=C1)Cl